C1(CC1)CN1C(=CC=2C1=C(N=CC2)C2CCNCC2)C2=NN1C(C=CC(=C1)C(=O)OCC)=C2C Ethyl 2-(1-(cyclopropylmethyl)-7-(piperidin-4-yl)-1H-pyrrolo[2,3-c]pyridin-2-yl)-3-methylpyrazolo[1,5-a]pyridine-6-carboxylate